N-{[4-(diethylamino)phenyl]methyl}-5-[4-(propane-2-sulfonyl)phenyl]-1H-pyrrolo[2,3-b]pyridine-2-carboxamide C(C)N(C1=CC=C(C=C1)CNC(=O)C1=CC=2C(=NC=C(C2)C2=CC=C(C=C2)S(=O)(=O)C(C)C)N1)CC